C(=O)[O-] SYN-format